rac-N-[(3S,4S)-4-{[6-(3,5-difluorophenyl)pyridin-2-yl]methyl}-7-methyl-6-oxo-1,3,4,6-tetrahydro-2H-quinolizin-3-yl]methanesulfonamide FC=1C=C(C=C(C1)F)C1=CC=CC(=N1)C[C@H]1[C@H](CCC2=CC=C(C(N12)=O)C)NS(=O)(=O)C |r|